C[SiH](C1=CC=C(C=C1)[SiH](N(C)C)C)N(C)C 1,4-bis(methyldimethylaminosilyl)benzene